4-chloro-N-[[2-(2,6-dioxo-3-piperidinyl)-2,3-dihydro-1-oxo-1H-isoindol-5-yl]methyl]-α,α-difluoro-benzeneacetamide ClC1=CC=C(C=C1)C(C(=O)NCC=1C=C2CN(C(C2=CC1)=O)C1C(NC(CC1)=O)=O)(F)F